fluoro-5-oxa-2-azabicyclo[5.1.0]octan FC12NCCOCC2C1